2-bromo-N-phenyl-N-(3-(triphenylen-2-yl)phenyl)aniline BrC1=C(N(C2=CC(=CC=C2)C2=CC=3C4=CC=CC=C4C4=CC=CC=C4C3C=C2)C2=CC=CC=C2)C=CC=C1